FC1=CC=C(C(=C1C1(CC1)C#N)C)C 1-(6-fluoro-2,3-dimethylphenyl)cyclopropanecarbonitrile